NC1=C2C(=NC=N1)N(N=C2C2=CC=C(C=C2)OC2=CC=CC=C2)C2CCN(CC2)C2CCN(CC2)CC2CCN(CC2)C=2C=C1C(N(C(C1=CC2)=O)C2C(NC(CC2)=O)=O)=O 5-(4-((4-(4-amino-3-(4-phenoxyphenyl)-1H-pyrazolo[3,4-d]pyrimidin-1-yl)-[1,4'-bipiperidin]-1'-yl)methyl)piperidin-1-yl)-2-(2,6-dioxopiperidin-3-yl)isoindoline-1,3-dione